1,2-dipropyl-sn-glycero-3-phosphorylcholine C(CC)OC[C@@H](OCCC)COP(=O)(O)OCC[N+](C)(C)C